tert-butyl N-[3-(dimethylamino)cyclobutyl]carbamate CN(C1CC(C1)NC(OC(C)(C)C)=O)C